NCC1=NC=CC(=C1)C1CN(CCC1(F)F)C(=O)OC(C)(C)C tert-butyl 3-(2-(aminomethyl) pyridin-4-yl)-4,4-difluoropiperidine-1-carboxylate